C(CCCCCCCCC=C)(=O)O Z-undecylenic acid